2-benzyl-dimethylamino-1-(4-morpholinylphenyl)-butan-1-one C(C1=CC=CC=C1)C(C(=O)C1=CC=C(C=C1)N1CCOCC1)(CC)N(C)C